[N-](S(=O)(=O)C(F)(F)F)S(=O)(=O)C(F)(F)F.CN1C(N(C=C1)C)C 1,2,3-trimethylimidazole bis(trifluoromethylsulfonyl)imide salt